N-methyl-N-Boc-1,3-propanediamine CN(CCCN)C(=O)OC(C)(C)C